2-[7-(3-fluoro-4-phenoxyphenyl)-2,4-dioxo-2H-pyrido[2,3-e][1,3]oxazin-3(4H)-yl]acetic acid FC=1C=C(C=CC1OC1=CC=CC=C1)C1=CC2=C(C(N(C(O2)=O)CC(=O)O)=O)N=C1